ClC=1N=CC2=CC(=CC=C2C1)OC[C@H](C(=O)O)O (R)-3-((3-Chloroisoquinolin-7-yl)oxy)-2-hydroxypropionic acid